C(C)(=O)OC1(CN(C1)CC1=C(C=C(C=C1C)C1CN(C1)C(=O)OC(C)(C)C)C)C tert-butyl 3-[4-[(3-acetoxy-3-methyl-azetidin-1-yl)methyl]-3,5-dimethyl-phenyl]azetidine-1-carboxylate